(2-((cyanomethyl)amino)-2-oxoethyl)-N-(1-(1-(naphthalen-1-yl)ethyl)piperidin-4-yl)acetamide C(#N)CNC(CCC(=O)NC1CCN(CC1)C(C)C1=CC=CC2=CC=CC=C12)=O